o-Fluoro(trifluoromethyl)benzene FC1=C(C=CC=C1)C(F)(F)F